5-bromo-2-(4-(3-isopropyl-1,2,4-oxadiazol-5-yl)piperidin-1-yl)thiazolo[5,4-b]pyridine BrC1=CC=C2C(=N1)SC(=N2)N2CCC(CC2)C2=NC(=NO2)C(C)C